(S)-(4-(4-fluoropyrazolo[1,5-a]pyridin-2-yl)-6,7-dihydro-1H-imidazo[4,5-c]pyridin-5(4H)-yl)(5-(pyrimidin-4-yl)-1,3,4-oxadiazol-2-yl)methanone FC=1C=2N(C=CC1)N=C(C2)[C@H]2N(CCC1=C2N=CN1)C(=O)C=1OC(=NN1)C1=NC=NC=C1